NC1=CC2=C(NC(=N2)C2=CC=C(C=C2)NC(OC(C)(C)C)=O)C=C1 tert-butyl (4-(5-amino-1H-benzo[d]imidazol-2-yl)phenyl)carbamate